FC=1C=2CCCC2C(=C2CCCC12)NC(N[S@@](=O)(C=1OC(=C(C1)CNC(C)C)C)=N)=O 3-(8-fluoro-1,2,3,5,6,7-hexahydro-s-indacen-4-yl)-1-[(R)-imino([4-[(isopropylamino)methyl]-5-methylfuran-2-yl])oxo-lambda6-sulfanyl]urea